OC=1C=C2C3(CCCC(C3CCC2=CC1)(C(=O)[O-])C)C 6-hydroxy-1,4a-dimethyl-1,2,3,4,4a,9,10,10a-octahydrophenanthrene-1-carboxylate